6,8-difluoro-1,2,3,4-tetrahydroisoquinolin-4-amine FC=1C=C2C(CNCC2=C(C1)F)N